BrC1=CC=C2C(NN=C(C2=C1)C(C)OCCC(=O)O)=O 3-(1-(7-bromo-4-oxo-3,4-dihydrophthalazin-1-yl)ethoxy)propanoic acid